N[NH-] The molecule is a nitrogen hydride. It is a conjugate base of a hydrazine. It is a conjugate acid of a hydrazine-1,2-diide and a hydrazine-1,1-diide.